nickel(II) hydroxide copper(II) hydroxide [Cu](O)O.[Ni](O)O